NC=1C=C(C=C(C1)C(F)(F)F)[C@@H](C)NC1=NC(=NC2=CC(=C(C=C12)OC)OCC(=O)NC1=C2CN(C(C2=CC=C1)=O)C1C(NC(CC1)=O)=O)C 2-((4-(((R)-1-(3-amino-5-(trifluoromethyl)phenyl)ethyl)amino)-6-methoxy-2-methylquinazolin-7-yl)oxy)-N-(2-(2,6-dioxopiperidin-3-yl)-1-oxoisoindolin-4-yl)acetamide